2-Hydroxyoleic Acid OC(C(=O)O)CCCCCC\C=C/CCCCCCCC